N(=C=O)CCCCCOC(C=C)=O acrylic acid-5-isocyanato-pentyl ester